2-methyloxinine CC1OC=CC=C1